β-D-glucopyranosyl trichloroacetimidate ClC(C(O[C@H]1[C@H](O)[C@@H](O)[C@H](O)[C@H](O1)CO)=N)(Cl)Cl